FC1C(CCC(C1)O)NC(=O)C=1OC2=C(C1)C=CC=C2C2=C(C=CC=C2)OCC(F)(F)F N-(2-fluoro-4-hydroxy-cyclohexyl)-7-[2-(2,2,2-trifluoroethoxy)phenyl]benzofuran-2-carboxamide